C(C)(=O)N1CC(C1)OC1=CC=C(C(=C1C(=O)O)O)CCB(O)O 6-[(1-Acetylazetidin-3-yl)oxy]-3-(2-boronoethyl)-2-hydroxybenzoic acid